N1C(=NC2=C1C=CC=C2)C(CCCNC(CCl)=N)NC(C2=C(C(=CC(=C2)I)I)I)=O N-(1-(1H-benzo[d]imidazol-2-yl)-4-(2-chloroacetimidamido)butyl)-2,3,5-triiodobenzamide